ClC=1C=CC(=C(C1)[C@H](CCN([C@@H](C(=O)O)C1=C(C(=CC=C1)C)C1CCC(CC1)OC)C)CCN1CC(CC1)(C)C)C (R)-2-(((S)-3-(5-chloro-2-methylphenyl)-5-(3,3-dimethylpyrrolidin-1-yl)pentyl)(methyl)amino)-2-(2-((1r,4R)-4-methoxycyclohexyl)-3-methylphenyl)acetic acid